C(CC)C([C@H](N)C(=O)O)C1=CNC2=CC=CC(=C12)C β-Propyl-4-methyltryptophan